Cl.OC1=CC=CC(=N1)N([C@@H](C)C(=O)OC)C methyl N-(6-hydroxypyridin-2-yl)-N-methyl-L-alaninate hydrochloride